1-benzyl-3-(tert-butyl)-5-phenylimidazolidine-2,4-dione C(C1=CC=CC=C1)N1C(N(C(C1C1=CC=CC=C1)=O)C(C)(C)C)=O